C=12C=3ON=C(CCCOC(NCCCOC4=CC=C(NN1)C2=C4)=O)C3 3,9,15-trioxa-4,11,20,21-tetraazatetracyclo[14.5.2.12,5.019,22]tetracosa-1(21),2(24),4,16,18,22-hexaen-10-one